Cl.CN(CCCN=C=N)C N-(3-dimethylaminopropyl)-carbodiimide hydrochloride